Tert-Butyl 3-[(2-fluoro-4-methylsulfonyl-phenyl)methoxy]azetidine-1-carboxylate FC1=C(C=CC(=C1)S(=O)(=O)C)COC1CN(C1)C(=O)OC(C)(C)C